NC=1N=C(C=2C(N1)=CNN2)NCCCC 5-amino-7-(butylamino)-2H-pyrazolo[4,3-d]pyrimidin